C1(CC1)O[C@@H]1C[C@H]2CC(CN2C1)=C (2R,7aR)-2-cyclopropoxy-6-methylenetetrahydro-1H-pyrrolizine